NC1=NC=NN2C1=C(C=C2C=2C=C(C(=O)N[C@@H]1CN(C[C@@H]1F)C(=O)C1CC(C1)(F)F)C=CC2)CN2CC(C2)(F)F 3-{4-amino-5-[(3,3-difluoroazetidin-1-yl)methyl]pyrrolo[2,1-f][1,2,4]triazin-7-yl}-N-[(3R,4S)-1-(3,3-difluorocyclobutanecarbonyl)-4-fluoropyrrolidin-3-yl]benzamide